FC=1C=CC2=C(CCC(C3=C2NC2=C(C=C(C=C32)F)F)C(=O)OCC)C1 ethyl 3,9,11-trifluoro-5,6,7,12-tetrahydrobenzo[6,7]cyclohepta[1,2-b]indole-7-carboxylate